dipyrrolidin-1-ylmethanone N1(CCCC1)C(=O)N1CCCC1